2-((1S,3R)-2-(3-((tert-Butyldiphenylsilyl)oxy)-2,2-difluoropropyl)-3-methyl-2,3,4,9-tetrahydro-1H-pyrido[3,4-b]indol-1-yl)-5-(((R)-pyrrolidin-3-yl)oxy)thiazole [Si](C1=CC=CC=C1)(C1=CC=CC=C1)(C(C)(C)C)OCC(CN1[C@@H](C=2NC3=CC=CC=C3C2C[C@H]1C)C=1SC(=CN1)O[C@H]1CNCC1)(F)F